montanyl pentatriacontanoate C(CCCCCCCCCCCCCCCCCCCCCCCCCCCCCCCCCC)(=O)OCCCCCCCCCCCCCCCCCCCCCCCCCCCC